(S)-2-(1-(ethoxycarbonyl)cyclobutylformylamino)-5-ureidopentanoic acid C(C)OC(=O)C1(CCC1)C(=O)N[C@H](C(=O)O)CCCNC(=O)N